CN1CCN(CC1)C1=CC=C(C=N1)C=1C=C2C(=NC1)NC=C2C=2C=C1CCNC(C1=CC2)=O 6-(5-(6-(4-methylpiperazin-1-yl)pyridin-3-yl)-1H-pyrrolo[2,3-b]pyridin-3-yl)-3,4-dihydroisoquinolin-1(2H)-one